N,N-Dimethyl[(E)-2-(6-methoxy-1-indanylidene)-2-fluoroethyl]amine CN(C)C\C(\F)=C/1\CCC2=CC=C(C=C12)OC